3-oxo-7,8-dihydro-alpha-ionone CC1=CC(=O)CC(C1CCC(=O)C)(C)C